Benzyl (S)-(2-((1-(benzylamino)-1-oxopropan-2-yl)amino)-2-oxoethyl)carbamate C(C1=CC=CC=C1)NC([C@H](C)NC(CNC(OCC1=CC=CC=C1)=O)=O)=O